NC1=NC(=CC(=N1)N1N=NC2=C1C=CC(=C2)O)C=2OC=CC2 1-(2-amino-6-(furan-2-yl)pyrimidin-4-yl)-1H-benzo[d][1,2,3]triazol-5-ol